dithienyl-ascorbate S1C(=CC=C1)C([C@@H]([C@@H]1C(=C(C(=O)O1)O)[O-])O)(O)C=1SC=CC1